[Li+].P(=O)(ONC([C@@](CCN1C(C=C(C(=C1)F)C1=C(C=C(C=C1)OC)F)=O)(S(=O)(=O)C)C)=O)([O-])[O-].[Li+] (R)-4-(5-fluoro-4-(2-fluoro-4-methoxyphenyl)-2-oxopyridin-1(2H)-yl)-2-methyl-2-(methylsulfonyl)butanamido phosphate, lithium salt